ClC=1N=C2C(=CC(N(C2=CC1)C)=O)N1CCN(CC1)CC1=C(C=CC2=CC=CC=C12)O 6-chloro-4-{4-[(2-hydroxynaphthalen-1-yl)methyl]piperazin-1-yl}-1-methyl-2-oxo-1,2-dihydro-1,5-naphthyridine